(2S)-2-[(5-{[(2,4-diamino-6-oxo-1,6-dihydropyrimidin-5-yl)carbamoyl]amino}pyridin-2-yl)formamido]butanedioic acid NC=1NC(C(=C(N1)N)NC(=O)NC=1C=CC(=NC1)C(=O)N[C@H](C(=O)O)CC(=O)O)=O